di-tert-Butyl ether C(C)(C)(C)OC(C)(C)C